C1(=CC=CC=C1)OP(=O)(OC1=CC=CC=C1)C1=C2OC=3C(=CC=CC3C(C2=CC=C1)(C)C)P(C1=CC=CC=C1)C1=CC=CC=C1 (5-diphenylphosphono-9,9-dimethyl-xanthen-4-yl)-diphenylphosphine